FC(F)(F)C1=NC2=CC=CC=C2CN1 (trifluoromethyl)-3,4-dihydro-quinazoline